(R)-(2-cyclopropyl-4-((1-(6-(trifluoromethyl)pyridin-3-yl)pyrrolidin-3-yl)methoxy)pyrimidin-5-yl)methanol C1(CC1)C1=NC=C(C(=N1)OC[C@H]1CN(CC1)C=1C=NC(=CC1)C(F)(F)F)CO